Trithienyl-boron cobalt [Co].S1C(=CC=C1)B(C=1SC=CC1)C=1SC=CC1